C(=O)O.C1(=CC=CC=2C(=CC=CC12)S(=O)(=O)OC)S(=O)(=O)OC dimethyl 1,5-naphthalenedisulfonate formate